ClC1=CC=C(C(=O)NCC[C@@]23C[C@](C[C@H]2[C@@H]2CC=C4C[C@H](CC[C@]4(C)[C@H]2CC3)O)(O)CC=C)C=C1 (4-chlorobenzoylaminomethyl)-16alpha-allyl-16beta-hydroxy-androsta-5-en-3beta-ol